(E)-3-[8-(6-fluoropyridin-3-yl)-2,2-dimethyl-2H-chromen-6-yl]-N-(4-hydroxyphenyl)acrylamide FC1=CC=C(C=N1)C=1C=C(C=C2C=CC(OC12)(C)C)/C=C/C(=O)NC1=CC=C(C=C1)O